5-chloro-1-(2-fluorobenzyl)-4-(2-oxoEthyl)-1H-pyrazole-3-carboxylic acid ethyl ester C(C)OC(=O)C1=NN(C(=C1CC=O)Cl)CC1=C(C=CC=C1)F